dec-3-en-2-one CC(C=CCCCCCC)=O